[O+2].S(=O)(=O)([O-])[O-].[Ce+3] cerous sulfate oxygen